ClC1=C2C=C(N(C2=CC=C1Cl)C)C(=O)N[C@H](CO)C1=CC=C(C=C1)C(C(=O)O)C(C)C 2-[4-[(1S)-1-[(4,5-dichloro-1-methyl-indole-2-carbonyl)amino]-2-hydroxy-ethyl]phenyl]-3-methyl-butanoic acid